bis(tris(o-tolyl)phosphino)palladium (II) chloride C1(=C(C=CC=C1)P(C1=C(C=CC=C1)C)(C1=C(C=CC=C1)C)[Pd-](P(C1=C(C=CC=C1)C)(C1=C(C=CC=C1)C)C1=C(C=CC=C1)C)Cl)C